FCCCN1C[C@H](CC1)OC1=CC=C(C=C1)B1OC(C(O1)(C)C)(C)C (3S)-1-(3-Fluoropropyl)-3-[4-(4,4,5,5-tetramethyl-1,3,2-dioxaborolan-2-yl)-phenoxy]pyrrolidin